2-chloro-N-(1-cyanocyclopropyl)-5-[3-[2-methyl-4-[1,2,2,2-tetrafluoro-1-(trifluoromethyl)ethyl]-6-(trifluoromethyl)phenyl]isoxazol-5-yl]benzamide ClC1=C(C(=O)NC2(CC2)C#N)C=C(C=C1)C1=CC(=NO1)C1=C(C=C(C=C1C(F)(F)F)C(C(F)(F)F)(C(F)(F)F)F)C